(R)-6-(4-(2-methoxyphenyl)piperidin-1-yl)-2-(6-methylpyrazin-2-yl)-2-azaspiro[3.4]octane COC1=C(C=CC=C1)C1CCN(CC1)[C@H]1CC2(CN(C2)C2=NC(=CN=C2)C)CC1